BrC1=C(C=CC=C1)[C@H]1C2=C(N(C([C@@H]1NC(=O)C1=NC=CC(=N1)C(F)(F)F)=O)CC)N(N=C2)C2=CC=CC=C2 |r| rac-N-((4R,5R)-4-(2-bromophenyl)-7-ethyl-6-oxo-1-phenyl-4,5,6,7-tetrahydro-1H-pyrazolo[3,4-b]pyridin-5-yl)-4-(trifluoromethyl)pyrimidine-2-carboxamide